C(C)C12CC(C1)C2 1-ethylbicyclo[1.1.1]pentane